FC=1C=C(CNC(O[C@H]2[C@H](NC[C@@H]2OC)CC2=CC=C(C=C2)C2=CN=CO2)=O)C=CC1 (2R,3S,4S)-4-methoxy-2-(4-(oxazol-5-yl)benzyl)pyrrolidin-3-yl (3-fluorobenzyl)carbamate